8-(benzo[c][1,2,5]thiadiazol-4-yl)-N-((5-fluoro-2,3-dihydrobenzofuran-4-yl)methyl)-[1,2,4]triazolo[4,3-c]pyrimidin-5-amine N=1SN=C2C1C=CC=C2C=2C=1N(C(=NC2)NCC2=C(C=CC3=C2CCO3)F)C=NN1